3-(2-(pyrrolidin-1-yl)ethyl-1,1,2,2-d4)-1H-indol-4-yl (9Z,12Z)-octadeca-9,12-dienoate C(CCCCCCC\C=C/C\C=C/CCCCC)(=O)OC1=C2C(=CNC2=CC=C1)C(C([2H])([2H])N1CCCC1)([2H])[2H]